6-(prop-2-yn-1-yloxy)pyridine-3-carbaldehyde C(C#C)OC1=CC=C(C=N1)C=O